O([C@@H]1[C@H](O)[C@@H](O)[C@@H](O)[C@H](O1)CO)C1=CNC2=CC=C(C(=C12)Cl)Br 5-Bromo-4-chloro-3-indolyl α-D-galactopyranoside